6-(3-amino-4-fluoro-phenoxy)-3-methyl-quinazolin-4-one NC=1C=C(OC=2C=C3C(N(C=NC3=CC2)C)=O)C=CC1F